BrC#CC1=CC=C(C=C1)F 1-(bromoethynyl)-4-fluorobenzene